1-(4-(8-((4-((6-fluoro-1-methyl-1H-benzo[d][1,2,3]triazol-5-yl)oxy)-3-methylphenyl)amino)pyrimido[5,4-d]pyrimidin-2-yl)piperazin-1-yl)prop-2-en-1-one FC=1C(=CC2=C(N(N=N2)C)C1)OC1=C(C=C(C=C1)NC1=NC=NC2=C1N=C(N=C2)N2CCN(CC2)C(C=C)=O)C